BrC1=C(C=CC=C1)C1(OCCC(C1)(C)C)O (2-bromophenyl)-4,4-dimethyltetrahydro-2H-pyran-2-ol